C1(CC1)C1=NC=NC(=C1C=1N=CC2=C(NC3=CC=CC=C23)N1)OC 2-(4-cyclopropyl-6-methoxypyrimidin-5-yl)-9H-pyrimido[4,5-b]indole